(R)-4-methyloxazolidin-2-one C[C@H]1NC(OC1)=O